4,7,10,13-hexadecatetraenoic acid C(CCC=CCC=CCC=CCC=CCC)(=O)O